nickel-molybdenum-nickel-iron [Fe].[Ni].[Mo].[Ni]